CN1C(CC=C1)C 1,2-dimethyl-2,3-dihydro-1H-pyrrole